(S)-2-METHYLHEPT-6-ENOIC ACID C[C@H](C(=O)O)CCCC=C